2-{[6-(Cyclopropylmethoxy)-5-(3-methoxyazetidin-1-yl)pyridine-2-carbonyl]amino}-2-ethylbutyric acid 2-fluoroethyl ester FCCOC(C(CC)(CC)NC(=O)C1=NC(=C(C=C1)N1CC(C1)OC)OCC1CC1)=O